C(CCC)(=O)NC=1C(=C(C=CC1F)NC(C1=C(C=CC=C1)Cl)=O)F N-(3-butyrylamino-2,4-difluorophenyl)-2-chlorobenzamide